(R)-2-(3-bromo-1-methyl-5-(3-methylmorpholinyl)-1H-pyrazolo[4,3-b]pyridin-7-yl)-2-methylpropanenitrile BrC1=NN(C=2C1=NC(=CC2C(C#N)(C)C)N2[C@@H](COCC2)C)C